6-iodo(bromo)-4-(methoxymethoxy)benzofuran IC1=CC2=C(C=C(O2)Br)C(=C1)OCOC